4-(aminosulfonyl)-n-[(4-fluorophenyl)methyl]-benzamide C1=CC(=CC=C1CNC(=O)C2=CC=C(C=C2)S(=O)(=O)N)F